(8-amino-2-((2-((dimethylamino)methyl)-6-fluorophenyl)(hydroxy)methyl)-5-(pyrimidin-4-yl)-[1,2,4]triazolo[1,5-a]pyrazin-6-yl)benzonitrile NC=1C=2N(C(=C(N1)C1=C(C#N)C=CC=C1)C1=NC=NC=C1)N=C(N2)C(O)C2=C(C=CC=C2F)CN(C)C